N-(3-((5-(difluoromethyl)-2-((3-methyl-1-(1-methylpiperidin-4-yl)-1H-pyrazol-4-yl)amino)pyrimidin-4-yl)amino)propyl)oxetane-3-carboxamide FC(C=1C(=NC(=NC1)NC=1C(=NN(C1)C1CCN(CC1)C)C)NCCCNC(=O)C1COC1)F